NC(CC(=O)N(C1=C(C=CC=C1)OC)CC)=NOC(CCl)=O 3-Amino-3-((2-chloroacetoxy)imino)-N-ethyl-N-(2-methoxyphenyl)propanamide